1-N'-[5-cyano-6-[(6,7-dimethoxy-1,5-naphthyridin-4-yl)oxy]pyridin-3-yl]-1-N-(4-fluorophenyl)cyclopropane-1,1-dicarboxamide C(#N)C=1C=C(C=NC1OC1=CC=NC2=CC(=C(N=C12)OC)OC)NC(=O)C1(CC1)C(=O)NC1=CC=C(C=C1)F